C[C@@H]1CC[C@H](CC1)OC1N(C=CC=C1)C1=CC=C(C=C1)Cl Trans-methyl-N-(4-chlorophenyl)-4-(pyridin-2-yloxy)cyclohexane